9-(2-Chloro-5-fluorophenyl)-2-hydroxy-8-(4-methoxybenzyl)-8,9-dihydro-7H-pyrrolo[3,4-H]quinazolin-7-one ClC1=C(C=C(C=C1)F)C1N(C(C2=CC=C3C=NC(=NC3=C21)O)=O)CC2=CC=C(C=C2)OC